methylbenzene thiobenzoate C(C1=CC=CC=C1)(=S)O.CC1=CC=CC=C1